OC(CC(=O)[O-])CCC 3-hydroxyhexanoat